CC=1CP(CC1C)(CC)=O 3,4-dimethyl-1-ethyl-3-phospholene oxide